[Cl-].CCCCCCCCCCCCCCCCCCCCCCCCC pentacosane chloride